3-[5-[4-[[6-[[4-[(1R,2S)-6-hydroxy-2-phenyl-tetralin-1-yl]phenoxy]methyl]-2-pyridyl]methyl]piperazin-1-yl]-7-methoxy-1-oxo-isoindolin-2-yl]piperidine-2,6-dione OC=1C=C2CC[C@@H]([C@@H](C2=CC1)C1=CC=C(OCC2=CC=CC(=N2)CN2CCN(CC2)C=2C=C3CN(C(C3=C(C2)OC)=O)C2C(NC(CC2)=O)=O)C=C1)C1=CC=CC=C1